N1(CCOCC1)C=1C=C2CN(C(C2=CC1)=O)C1=CC2=C(NC(=N2)C2=CC=C(C=C2)OCC(=O)N2CCOCC2)C=C1 5-(morpholin-4-yl)-2-(2-(4-(2-(morpholin-4-yl)-2-oxoethoxy)phenyl)-1H-benzimidazol-5-yl)isoindolin-1-one